CC(C(=O)O)(C)C1=NC(=NC(=C1)N1[C@@H](COCC1)C)C1=C2C(=NC=C1)NC=C2 2-methyl-2-[6-[(3R)-3-methylmorpholin-4-yl]-2-[1H-pyrrolo[2,3-b]pyridin-4-yl]pyrimidin-4-yl]propionic acid